C(C)OC(=O)C=1C2=C(SC1)C=C(C=C2)C#N 6-cyanobenzo[b]thiophene-3-carboxylic acid ethyl ester